O1NOC2=C1C=CC(=C2)C2=NN1C(N=CC3=CC=CC=C13)=C2 (benzo[d][1,3]dioxazol-5-yl)pyrazolo[1,5-a]quinazoline